NC1=CC=CC(=N1)S(=O)(=O)NC(=O)C=1C(=NC(=CC1)C1=CC(=CC=C1)F)N1C(C[C@@H](C1)C)(C)C N-[(6-Amino-2-pyridyl)sulfonyl]-6-(3-fluorophenyl)-2-[(4S)-2,2,4-trimethylpyrrolidin-1-yl]pyridin-3-carboxamid